1-(3-methyl-1-bicyclo[1.1.1]pentanyl)-3-[[3-(trifluoromethyl)phenyl]methyl]urea CC12CC(C1)(C2)NC(=O)NCC2=CC(=CC=C2)C(F)(F)F